(1-benzyl-3-(trifluoromethyl)pyrrolidin-3-yl)methanol C(C1=CC=CC=C1)N1CC(CC1)(C(F)(F)F)CO